NC(CN1CCC(CC1)(C)NC(=O)C=1C(N(N=C(C1)C1=CC=C(C=C1)Cl)C=1C=NN(C1)C)=O)=O N-(1-(2-amino-2-oxoethyl)-4-methylpiperidin-4-yl)-6-(4-chlorophenyl)-2-(1-methyl-1H-pyrazol-4-yl)-3-oxo-2,3-dihydropyridazine-4-carboxamide